N-(3-Chloro-2-fluoro-phenyl)-6-[(3S)-pyrrolidin-3-yl]oxy-pyrimido[5,4-d]pyrimidin-4-amine ClC=1C(=C(C=CC1)NC=1C2=C(N=CN1)C=NC(=N2)O[C@@H]2CNCC2)F